COC(=O)C=1N=CN2C1C=CC(=C2)Br.IC2=CC=C(C=C2)N2C(CCCC2C(F)(F)F)=O 1-(4-iodophenyl)-6-(trifluoromethyl)piperidin-2-one methyl-6-bromoimidazo[1,5-a]pyridine-1-carboxylate